3-(5,7-Difluoro-6-((2-fluorophenyl)ethynyl)-4-oxo-1,4-dihydroquinolin-2-yl)-4-(methylsulfonyl)benzonitrile FC1=C2C(C=C(NC2=CC(=C1C#CC1=C(C=CC=C1)F)F)C=1C=C(C#N)C=CC1S(=O)(=O)C)=O